(R)-6-fluoro-1-(4-fluoro-3-hydroxy-phenyl)-7-(2-(((3-methylpyridin-2-yl)oxy)methyl)pyrrolidin-1-yl)-4-oxo-1,4-dihydro-quinoline-3-carboxylic acid FC=1C=C2C(C(=CN(C2=CC1N1[C@H](CCC1)COC1=NC=CC=C1C)C1=CC(=C(C=C1)F)O)C(=O)O)=O